1,2-phenylenebis(methylene) dicarbamimidoselenoate dihydrobromide Br.Br.C(N)(=N)[Se]CC1=C(C=CC=C1)C[Se]C(N)=N